C(C)(C)(C)OC(=O)N[C@H]1CN(CC[C@@H]1OCCOC)C(=O)OCC1=CC=CC=C1 benzyl (3S,4S)-3-((tert-butoxycarbonyl)amino)-4-(2-methoxyethoxy)piperidine-1-carboxylate